C(C)(=O)N[C@@H]1[C@H](C[C@](O[C@H]1[C@@H]1OC(O[C@@H]1CN=[N+]=[N-])(C)C)(C(=O)OC)SC1=CC=C(C=C1)C)O methyl (2R,4S,5R,6R)-5-acetamido-6-((4R,5R)-5-(azidomethyl)-2,2-dimethyl-1,3-dioxolan-4-yl)-4-hydroxy-2-(p-tolylthio)tetrahydro-2H-pyran-2-carboxylate